N-((S)-1'-(4-azido-5-formylthiazol-2-yl)-1,3-dihydrospiro[indene-2,4'-piperidin]-1-yl)-2-methylpropan-2-sulfinamide N(=[N+]=[N-])C=1N=C(SC1C=O)N1CCC2(CC1)[C@@H](C1=CC=CC=C1C2)NS(=O)C(C)(C)C